FC=1C=CC2=C(C=C(O2)C(C(C)C)=O)C1 1-(5-fluorobenzofuran-2-yl)-2-methylpropan-1-one